2-methoxy-2,4-diphenyl-3(2H)-furanone COC1(OC=C(C1=O)C1=CC=CC=C1)C1=CC=CC=C1